4-[1-(4-amino-3-methyl-1H-pyrazolo-[3,4-d]-pyrimidin-1-yl)-ethyl]-6-chloro-2-{1-[(2S)-2-hydroxy-propyl]azetidin-3-yl}-3-methoxy-benzonitrile NC1=C2C(=NC=N1)N(N=C2C)C(C)C2=C(C(=C(C#N)C(=C2)Cl)C2CN(C2)C[C@H](C)O)OC